C(C)OB([O-])[O-] Ethylborat